CN(CC[NH3+])C1=CC=C(C=C1)C=1NC2=C(N1)C=CC(=C2)C2=NC1=C(N2)C=C(C=C1)N1CCN(CC1)C 2-(methyl(4-(6-(4-methylpiperazin-1-yl)-1H,3'H-[2,5'-bibenzo[d]imidazol]-2'-yl)phenyl)amino)ethan-1-aminium